3-[[4-[2-[tert-butoxycarbonyl(methyl)amino]-1-(3-tert-butylphenyl)ethoxy]-6-(2,6-dimethylphenyl)pyrimidin-2-yl]sulfamoyl]benzoic acid C(C)(C)(C)OC(=O)N(CC(OC1=NC(=NC(=C1)C1=C(C=CC=C1C)C)NS(=O)(=O)C=1C=C(C(=O)O)C=CC1)C1=CC(=CC=C1)C(C)(C)C)C